CN(C(CCCCCCCC)CCCCCCCC=CCCCCCCCC)C N,N-dimethylhexacos-17-en-9-amine